N(=[N+]=[N-])C(COCCOCCOCCOCCOCCOCCOCCOCCNC(COCC(=O)N[C@H](C(=O)NC1=CC=C(C=C1)CO)CCCCNC(C1=CC=CC=C1)(C1=CC=CC=C1)C1=CC=C(C=C1)OC)=O)CCC (S)-2-(32-azido-5-oxo-3,9,12,15,18,21,24,27,30-nonaoxa-6-azapentatriacontanamido)-N-(4-(hydroxymethyl)phenyl)-6-(((4-methoxyphenyl)benzhydryl)amino)hexanamide